1-(4-fluoro-2-methylphenyl)-1H-pyrazole-3-carboxylic acid chloride FC1=CC(=C(C=C1)N1N=C(C=C1)C(=O)Cl)C